Cl.N1(N=CC=C1)C(N)=N 1H-pyrazole-1-carboximidamide, hydrochloride salt